Cl.N(=NC(C(=O)N)(C)C)C(C(=O)N)(C)C 2,2'-Azobis(2-methylpropionamide) hydrochloride